N1(CC1)C1=CC(=C2C=NNC2=C1)C=1N=NN(C1)CC1=CC=C2C=C(NC2=C1)CNCC1CCC1 1-(6-((4-(6-(aziridine-1-yl)-1H-indazol-4-yl)-1H-1,2,3-triazol-1-yl)methyl)-1H-indole-2-yl)-N-(cyclobutylmethyl)methylamine